Tri(2,4-dimethyl-3-hexyl)citrat CC(C)C(C(CC)C)C(C(C(C(=O)[O-])(C(C(C)C)C(CC)C)C(C(C)C)C(CC)C)(O)C(=O)[O-])C(=O)[O-]